2-((((3-fluorobicyclo[1.1.1]pentan-1-yl)methyl)amino)methyl)-1H-indole FC12CC(C1)(C2)CNCC=2NC1=CC=CC=C1C2